Racemic-5-cyano-N-(8-fluoro-6-oxo-1,4,5,6-tetrahydro-2H-pyrano[3,4-c]isoquinolin-1-yl)-N-methyl-1H-indole-2-carboxamide C(#N)C=1C=C2C=C(NC2=CC1)C(=O)N(C)[C@H]1COCC=2NC(C=3C=C(C=CC3C21)F)=O |r|